S1N=C(C2=C1C=CC=C2)N2CCN(CC2)C2=CC=C1CN(C(C1=C2)=O)C(C(=O)NC(CC(=O)O)C(CF)=O)CC 3-(2-(6-(4-(benzo[d]isothiazol-3-yl)piperazin-1-yl)-1-oxoisoindolin-2-yl)butanamido)-5-Fluoro-4-oxopentanoic acid